C1(=CC=C(C=C1)CCCC1(CC1)C(=O)O)CCCC1(CC1)C(=O)O 1,1'-(1,4-phenylenebis(propane-3,1-diyl))bis(cyclopropane-1-carboxylic acid)